4-((1s,3s)-3-hydroxycyclobutyl)benzo[d]thiazole-5-carbonitrile OC1CC(C1)C1=C(C=CC2=C1N=CS2)C#N